The molecule is a trihydroxyanthraquinone that is chrysazin with a methyl substituent at C-3. It has been isolated from Aloe vera and exhibits antiviral and anti-inflammatory activity. It has a role as an antiviral agent, an anti-inflammatory agent and a plant metabolite. It derives from a chrysazin. CC1=CC2=C(C(=C1)O)C(=O)C3=C(C2=O)C=CC=C3O